P(OC)(OC)(OC1=CC=C(C=C1)S(N)(=O)=O)=S O,O-Dimethyl O-(p-sulfamoylphenyl) phosphorothioate